N,N'-bis(3,5-di-tert-butyl-4-hydroxyphenylpropionyl)hexamethylene-diamide C(C)(C)(C)C=1C=C(C=C(C1O)C(C)(C)C)CCC(=O)[N-]CCCCCC[N-]C(CCC1=CC(=C(C(=C1)C(C)(C)C)O)C(C)(C)C)=O